5-[2-oxo-2-(2-propylpyrrolidin-1-yl)ethyl]-1-[(4-phenylphenyl)methyl]pyrrolidin-2-on O=C(CC1CCC(N1CC1=CC=C(C=C1)C1=CC=CC=C1)=O)N1C(CCC1)CCC